(5R,8S)-N-(4-bromo-2-fluorobenzyl)-8-hydroxy-5,6,7,8-tetrahydro-quinoline-5-carboxamide BrC1=CC(=C(CNC(=O)[C@H]2C=3C=CC=NC3[C@H](CC2)O)C=C1)F